CCCCCCCCCCCCCCCCCC(=O)OC[C@H](COP(=O)(O)O)O The molecule is a 1-acyl-sn-glycerol 3-phosphate in which the 1-acyl substituent is specified as stearoyl (octadecanoyl). It has a role as a metabolite. It derives from an octadecanoic acid. It is a conjugate acid of a 1-stearoyl-sn-glycero-3-phosphate(2-).